CC1=CC=C(C=C1)CN1C(CCC1=O)CC(=O)N[C@@H](C(=O)O)CCSC (2R)-2-[[2-[1-[(4-methylphenyl)methyl]-5-oxopyrrolidin-2-yl]acetyl]amino]-4-methylsulfanylbutyric acid